COC(=O)[C@@H]1[C@H](NC(CC1)=O)C1=CC=CC=C1.CC1=CC=C(C2=C1C(=CCCC2)OS(=O)(=O)C(F)(F)F)F methyl-4-fluoro-9-(trifluoromethanesulfonyloxy)-6,7-dihydro-5H-benzo[7]annulene methyl-(2S,3S)-6-oxo-2-phenylpiperidine-3-carboxylate